6,12-dibromo-2-[4-(morpholin-4-yl)butyl]-9-oxa-2,4,14-triazatricyclo[8.4.0.0^{3,8}]tetradeca-1(10),3(8),4,6,11,13-hexaene BrC=1C=NC=2N(C=3N=CC(=CC3OC2C1)Br)CCCCN1CCOCC1